NCCCCCCNC(=O)C1=C(C=CC=C1Br)C=1N=C(N(C1C=1C(=NN(C1)CC)C(F)(F)F)C)C(=O)N 4-(((6-aminohexyl)carbamoyl)-3-bromophenyl)-5-(1-ethyl-3-(trifluoromethyl)-1H-pyrazol-4-yl)-1-methyl-1H-imidazole-2-carboxamide